(R/S)-1-(2-(2-(4-((2-methyl-2H-tetrazol-5-yl)(phenyl)methyl)piperazine-1-carbonyl)pyridin-4-yl)benzo[d]oxazol-5-yl)pyrrolidin-2-one CN1N=C(N=N1)[C@H](N1CCN(CC1)C(=O)C1=NC=CC(=C1)C=1OC2=C(N1)C=C(C=C2)N2C(CCC2)=O)C2=CC=CC=C2 |r|